7-{3-[1-(Bicyclo[1.1.1]pent-1-ylmethyl)-1H-pyrazol-4-yl]-6-methylpyridin-2-yl}chinolin C12(CC(C1)C2)CN2N=CC(=C2)C=2C(=NC(=CC2)C)C2=CC=C1C=CC=NC1=C2